3-[(1R)-1-(2-Cyclopropyl-3,6-dimethyl-4-oxo-chromen-8-yl)ethoxy]-6-fluoro-pyridine-2-sulfonamide C1(CC1)C=1OC2=C(C=C(C=C2C(C1C)=O)C)[C@@H](C)OC=1C(=NC(=CC1)F)S(=O)(=O)N